methyldiethoxybenzocyclobutene CC1C(C=2C1=CC=CC2)(OCC)OCC